1-(1,3-bis(palmitoyloxy) propan-2-yl) 10-(4-(((tert-butyldimethylsilyl) oxy) methyl)-phenyl) sebacate C(CCCCCCCCC(=O)OC1=CC=C(C=C1)CO[Si](C)(C)C(C)(C)C)(=O)OC(COC(CCCCCCCCCCCCCCC)=O)COC(CCCCCCCCCCCCCCC)=O